CC1=C(C(=CC(=C1)C(C1=CC=CC=C1)C1=CC=CC=C1)C)C1=C(C(=CC=C1)C1=C(C=C(C=C1C)C(C1=CC=CC=C1)C1=CC=CC=C1)C)P(C(C)(C)C)C1=C(C=CC=C1)N(C)C {2,6-bis[2,6-dimethyl-4-(benzhydryl)phenyl]phenyl}-(2-dimethylaminophenyl)-tert-butylphosphine